[trans-4-{[4-(pentafluoro-λ6-sulfanyl)phenyl]Amino}cyclohexyl](4-{[1,2,4]triazolo[1,5-a]pyridin-7-yl}phenyl)(imino)-λ6-sulfanone FS(C1=CC=C(C=C1)N[C@@H]1CC[C@H](CC1)S(=O)(=N)C1=CC=C(C=C1)C1=CC=2N(C=C1)N=CN2)(F)(F)(F)F